5-[2-[4-(4-chlorophenyl)piperazin-1-yl]-2-oxoethyl]-1-[(2,4-dichlorophenyl)methyl]pyrrolidin-2-on ClC1=CC=C(C=C1)N1CCN(CC1)C(CC1CCC(N1CC1=C(C=C(C=C1)Cl)Cl)=O)=O